O1C(=CC=C1)C1=NN2C(N=C(N=C2N)NCCC2=CC=C(C=C2)NCCOCCOCCOC)=N1 2-(furan-2-yl)-N5-(4-((2-(2-(2-methoxyethoxy)ethoxy)ethyl)amino)phenethyl)-[1,2,4]triazolo[1,5-a][1,3,5]triazine-5,7-diamine